OC(=O)C(F)(F)F.ONC(C1=CC=C(C=C1)CCC(N1CCC(CC1)CNC1C(C1)C1=CC=CC=C1)=O)=O N-hydroxy-4-(3-oxo-3-(4-(((2-phenylcyclopropyl)amino)methyl)piperidin-1-yl)propyl)benzamide TFA Salt